CC1=C(C=CC(=C1)C)CC(=O)C1=C(C(=C(S1)NCC1=CC=C(C=C1)OC)C(=O)OC)C Methyl 5-[(2,4-dimethylphenyl)acetyl]-2-[(4-methoxybenzyl)amino]-4-methylthiophene-3-carboxylate